COC1=NC(=NC(=C1)OC)NC(N)=O 3-(4,6-dimethoxy-pyrimidin-2-yl)urea